4-((4-chlorophenyl)amino)furan-2(5H)-one ClC1=CC=C(C=C1)NC1=CC(OC1)=O